ClC1=C(C=CC(=C1)Cl)S(=O)(=O)N1C[C@@]([C@H](C1)S(=O)(=O)C=1C=NC(=CC1)C(F)(F)F)(O)CO (3r,4s)-1-((2,4-dichlorophenyl)sulfonyl)-3-(hydroxymethyl)-4-((6-(trifluoromethyl)pyridin-3-yl)sulfonyl)pyrrolidin-3-ol